tert-butyl ((4-(difluoromethyl)-5-fluoropyridin-2-yl)sulfonyl)(thiazol-4-yl)carbamate FC(C1=CC(=NC=C1F)S(=O)(=O)N(C(OC(C)(C)C)=O)C=1N=CSC1)F